azacycloheptane-2,5-dione N1C(CCC(CC1)=O)=O